(3S)-2'-[6-amino-5-(trifluoromethyl)pyridin-3-yl]-N-[1-(1-methyl-1H-pyrazol-5-yl)ethyl]-5',6'-dihydro-1H-spiro[pyrrolidine-3,4'-pyrrolo[1,2-b]pyrazole]-1-carboxamide NC1=C(C=C(C=N1)C=1C=C2N(N1)CC[C@@]21CN(CC1)C(=O)NC(C)C1=CC=NN1C)C(F)(F)F